N(=[N+]=[N-])C1(CN(C1)C(=O)OC(C)(C)C)C1=C(C(=CC=C1)C)Cl tert-butyl 3-azido-3-(2-chloro-3-methylphenyl)azetidine-1-carboxylate